C(CC(CCCCCC)C(=O)O)C(=O)O nonane-1,3-dicarboxylic acid